C12C(C3CC(CC(C1)C3)C2)NC(CN2C(C(=CC=C2)NC([C@H](CCC(C(=O)NC)=O)NC(=O)[C@H]2NCCCC2)=O)=O)=O (S)-N1-(1-(2-(2-adamantylamino)-2-oxoethyl)-2-oxo-1,2-dihydropyridin-3-yl)-N6-methyl-5-oxo-2-((S)-piperidine-2-carboxamido)hexanediamide